(S,6S)-N'-((1,2,3,5,6,7-hexahydro-s-indacen-4-yl)carbamoyl)-6-methoxy-6-methyl-6,7-dihydro-5H-pyrazolo[5,1-b][1,3]oxazine-3-sulfonimidamide C1CCC2=C(C=3CCCC3C=C12)NC(=O)N=[S@@](=O)(N)C=1C=NN2C1OC[C@@](C2)(C)OC